C1(CC1)OC=1C=C(C(=O)O)C=CC1N(C(CN(S(=O)(=O)C1=C(C(=C(C(=C1F)Cl)F)Cl)F)CC1=C(C=C(C=C1)F)C(F)(F)F)=O)CC1=CC(=CC(=C1)C1CC1)C1CC1 3-cyclopropoxy-4-(2-(3,5-dichloro-2,4,6-trifluoro-N-(4-fluoro-2-(trifluoromethyl)benzyl)phenylsulfonamido)-N-(3,5-dicyclopropylbenzyl)acetamido)benzoic acid